C1=NC=NC=2C=CC3=C(C=CNO3)C12 quinazolino-oxazine